1-(7-((2-(trifluoromethyl)pyridin-4-yl)amino)-3,4-dihydroisoquinolin-2(1H)-yl)prop-2-en-1-one FC(C1=NC=CC(=C1)NC1=CC=C2CCN(CC2=C1)C(C=C)=O)(F)F